COC(C1=C(C=C(C=C1OC)OC)O)=O 2-hydroxy-4,6-dimethoxybenzoic acid methyl ester